Cl.FC1=CC2=C(C3=CC(=CC=C3N=C2C=C1)OC)NC1=CC(=C(C(=C1)CN1CCCC1)O)CN1CCCC1 4-((2-Fluoro-7-methoxyacridin-9-yl)amino)-2,6-bis(pyrrolidin-1-ylmethyl)phenol hydrochloride